1-(7-hydroxy-7-methyl-6,7-dihydro-5H-cyclopenta[b]pyridin-2-yl)-1,2-dihydro-3H-pyrazolo[3,4-d]pyrimidin-3-one OC1(CCC=2C1=NC(=CC2)N2NC(C=1C2=NC=NC1)=O)C